1,1,1-Trimethylolethane C(O)C(C)(CO)CO